NC1=NC=2N(C=C1C#CCC1CCN(CC1)C1CC(C1)OC1CCNCC1)C=C(N2)C2=C(C=CC=C2)O 2-[7-Amino-6-[3-[1-[3-(4-piperidinyloxy)cyclobutyl]-4-piperidinyl]prop-1-ynyl]imidazo[1,2-a]pyrimidin-2-yl]phenol